4-(tert-butoxycarbonyl)-6-methylpiperazine-2-carboxylic acid C(C)(C)(C)OC(=O)N1CC(NC(C1)C)C(=O)O